O1C(C1)CNCC1OC1 N-(oxiranylmethyl)oxiranemethanamine